C(C)(C)(C)OC(=O)NC=1C=NN(C1)C1=C2C=CC(=NC2=C(C=C1)C)C(=O)O 5-(4-((tert-butoxycarbonyl)amino)-1H-pyrazol-1-yl)-8-methylquinoline-2-carboxylic acid